(S)-N-(2-fluoro-5-(8-methyl-7-oxo-2-(piperidin-3-ylamino)-7,8-dihydropyrido[2,3-d]-pyrimidin-6-yl)naphthalen-1-yl)-1-phenyl-methanesulfonamide FC1=C(C2=CC=CC(=C2C=C1)C1=CC2=C(N=C(N=C2)N[C@@H]2CNCCC2)N(C1=O)C)NS(=O)(=O)CC1=CC=CC=C1